(1aR,5aR)-2-(3-Fluoro-pyridin-2-yl)-1a,2,5,5a-tetrahydro-1H-2,3-diaza-cyclopropa[a]pentalene-4-carboxylic acid (2-hydroxy-1,1-dimethyl-ethyl)-amide OCC(C)(C)NC(=O)C=1C=2C[C@@H]3[C@H](C2N(N1)C1=NC=CC=C1F)C3